(1H-indol-2-ylmethyl)-dimethyl-amine N1C(=CC2=CC=CC=C12)CN(C)C